[Si](C)(C)(C(C)(C)C)OCCCCC1=C(C(=NC=C1)C(C)C)NC(=O)NC(C1=C(N=C(C(=C1)F)Cl)Cl)=O N-((4-(4-((tert-butyldimethylsilyl)oxy)butyl)-2-isopropylpyridin-3-yl)carbamoyl)-2,6-dichloro-5-fluoronicotinamid